2-((4,6-Dimethylpyridin-2-yl)amino)-N-(2-(2-methyl-1H-indol-3-yl)ethyl)pyrimidine-5-carboxamide CC1=CC(=NC(=C1)C)NC1=NC=C(C=N1)C(=O)NCCC1=C(NC2=CC=CC=C12)C